7-isopropoxy-N-(1-methyl-1H-pyrazol-3-yl)-2-(1-methyl-2-oxabicyclo[2.2.1]heptan-4-yl)imidazo[1,2-a]pyridine-6-carboxamide C(C)(C)OC1=CC=2N(C=C1C(=O)NC1=NN(C=C1)C)C=C(N2)C21COC(CC2)(C1)C